ClC=1C=C2C(=NC(=NC2=C(C1C1=C(C(=CC(=N1)N)C)C(F)(F)F)F)OC[C@H]1N(CCC1)C)N1C2CNCC1CC2 6-(6-chloro-4-{3,8-diazabicyclo[3.2.1]octan-8-yl}-8-fluoro-2-{[(2S)-1-methylpyrrolidin-2-yl]methoxy}quinazolin-7-yl)-4-methyl-5-(trifluoromethyl)pyridin-2-amine